C(N)(OC1=C(C(=C(C=C1)OC1=C2C(=NC=C1)NC(N2)=O)F)C(C)(C)C)=O tert-butyl(3-fluoro-4-((2-oxo-2,3-dihydro-1H-imidazo[4,5-b]pyridin-7-yl)oxy)phenyl) Carbamate